CNCC(C(C(C(C(O)O)O)O)O)O 6-(methylamino)hexane-1,1,2,3,4,5-hexol